1-ethyl-3-(6-(2-fluoro-4-((4-oxo-3,4-dihydrophthalazin-1-yl)methyl)phenyl)-1H-benzo[d]Imidazol-2-yl)urea C(C)NC(=O)NC1=NC2=C(N1)C=C(C=C2)C2=C(C=C(C=C2)CC2=NNC(C1=CC=CC=C21)=O)F